Butane-thiol C(CCC)S